(R)-2-(4,5-dichloro-6-oxopyridazin-1(6H)-yl)-N-(4-methyl-3-(N-(1-phenylethyl)sulfamoyl)phenyl)acetamide ClC=1C=NN(C(C1Cl)=O)CC(=O)NC1=CC(=C(C=C1)C)S(N[C@H](C)C1=CC=CC=C1)(=O)=O